C1(=CC=CC=C1)C=1C=NC2=C(C1)NC=C2B(O)O 6-PHENYL-1H-PYRROLO[2,3-E]PYRIDINE-3-BORONIC ACID